2-Amino-3-methyl-butane NC(C)C(C)C